6-(hydroxymethyl)-1-methyl-6,7-dihydro-5H-cyclopenta[c]pyridine-4-carbonitrile OCC1CC2=C(C(=NC=C2C#N)C)C1